BrC1=CC=C(C=C1)C(CC(=C)C1=CC=CC=C1)=NO 1-(4-bromophenyl)-3-phenylbut-3-en-1-one oxime